(5-{[2-(5-Chloropyridin-2-yl)imidazo[1,2-a]pyridin-3-yl]methyl}-2,5-diazabicyclo[2.2.2]oct-2-yl)[6-(difluoromethoxy)pyridin-2-yl]methanone ClC=1C=CC(=NC1)C=1N=C2N(C=CC=C2)C1CN1C2CN(C(C1)CC2)C(=O)C2=NC(=CC=C2)OC(F)F